CS(=O)(=O)C=1N=CC2=C(N1)N(C(=C2)C(=O)N(C)C)C2CCCC2 2-methylsulfonyl-7-cyclopentyl-N,N-dimethyl-7H-pyrrolo[2,3-d]pyrimidine-6-formamide